2-fluoro-N-(6-(4-(hydroxymethyl)-1H-pyrrolo[2,3-b]pyridin-5-yl)imidazo[1,2-a]pyridin-2-yl)cyclopropane-1-carboxamide FC1C(C1)C(=O)NC=1N=C2N(C=C(C=C2)C=2C(=C3C(=NC2)NC=C3)CO)C1